CC1=C(C(=O)N[C@H](C)C2=CC(=NC3=CC=CC=C23)C=2C=NN(C2)C)C=CC(=C1)CN(CC=1N=CSC1)C (R)-2-methyl-4-((methyl(thiazol-4-ylmethyl)amino)methyl)-N-(1-(2-(1-methyl-1H-pyrazol-4-yl)quinolin-4-yl)ethyl)benzamide